(E)-N'-(3,5-dimethoxybenzylidene)-6-(4-ethoxyphenyl)-N-methylpyridineformylhydrazine COC=1C=C(\C=N\N(C)C(=O)C2=NC(=CC=C2)C2=CC=C(C=C2)OCC)C=C(C1)OC